ClC=1C=C(C(=N)NO)C=CC1Cl 3,4-dichloro-N-hydroxybenzoamidine